C(=CCCC)[Mg]Br n-pentenylmagnesium bromide